4-((phenoxycarbonyl)amino)thiophene-2,3-dicarboxylic acid dimethyl ester COC(=O)C=1SC=C(C1C(=O)OC)NC(=O)OC1=CC=CC=C1